CN1N=C(C=C1C)NC1=NC=C(C(=N1)C1=CNC2=C(C=CC=C12)N1C(C=2C=NC=C(C2C1)C=1CCNCC1)=O)C 2-(3-(2-((1,5-dimethyl-1H-pyrazol-3-yl)amino)-5-methylpyrimidin-4-yl)-1H-indol-7-yl)-7-(1,2,3,6-tetrahydropyridin-4-yl)-1,2-dihydro-3H-pyrrolo[3,4-c]pyridin-3-one